3-(Boc-amino)-propyl bromide C(=O)(OC(C)(C)C)NCCCBr